2,5-difluoro-4-((4-n-pentylphenyl)ethynyl)aniline FC1=C(N)C=C(C(=C1)C#CC1=CC=C(C=C1)CCCCC)F